N-(2'-hydroxy-4-((methylamino)methyl)-[1,1'-biphenyl]-2-yl)benzenesulfonamide OC1=C(C=CC=C1)C1=C(C=C(C=C1)CNC)NS(=O)(=O)C1=CC=CC=C1